NCCCOC1=CC=C(C=C1)S(=O)(=O)NC(C1=C(C=C(C(=C1)Cl)OCC1CCCC1)F)=O N-((4-(3-aminopropoxy)phenyl)sulfonyl)-5-chloro-4-(cyclopentylmethoxy)-2-fluorobenzamide